5-(2-methyl[1,2,4]triazolo[1,5-a]pyridin-7-yl)-2-{3-[(3S)-3-(propan-2-yl)piperazin-1-yl]-1,2,4-triazin-6-yl}phenol CC1=NN2C(C=C(C=C2)C=2C=CC(=C(C2)O)C2=CN=C(N=N2)N2C[C@@H](NCC2)C(C)C)=N1